dichloroiron(II) Cl[Fe]Cl